4-(8-(2-(3-(piperidin-1-yl)prop-1-yn-1-yl)pyridin-4-yl)-3,8-diazabicyclo[3.2.1]oct-3-yl)pyridazin-3-amine N1(CCCCC1)CC#CC1=NC=CC(=C1)N1C2CN(CC1CC2)C2=C(N=NC=C2)N